8-bromo-6-(N-(4-methoxybenzyl)-N-(1-methylcyclopropyl)sulfamoyl)-[1,2,4]triazolo[4,3-a]pyridine-3-carboxylic acid methyl ester COC(=O)C1=NN=C2N1C=C(C=C2Br)S(N(C2(CC2)C)CC2=CC=C(C=C2)OC)(=O)=O